(R,Z)-N-(3'-chloro-5'-(4-(3-chloroacryloyl)-1-(methylsulfonyl)piperazin-2-yl)-[1,1'-biphenyl]-3-yl)acetamide ClC=1C=C(C=C(C1)[C@H]1N(CCN(C1)C(\C=C/Cl)=O)S(=O)(=O)C)C1=CC(=CC=C1)NC(C)=O